4-((R)-3-((cyclopropylmethyl)amino)piperidin-1-yl)-1-(1-(4-(5-(3,3-difluoroazetidin-1-yl)pyridin-3-yl)-1H-1,2,3-triazol-1-yl)ethyl)pyridin-2(1H)-one C1(CC1)CN[C@H]1CN(CCC1)C1=CC(N(C=C1)C(C)N1N=NC(=C1)C=1C=NC=C(C1)N1CC(C1)(F)F)=O